C(C(C)C)(=O)N1C[C@@H](N(CC1)C=1C2=C(N=CN1)C(=CN2C2=NC=CC=C2)C=2C=C(C#N)C=CN2)C (S)-2-(4-(4-isobutyryl-2-methylpiperazin-1-yl)-5-(pyridin-2-yl)-5H-pyrrolo[3,2-d]pyrimidin-7-yl)isonicotinonitrile